N-cyclopentyladenosine 5'-nitrate [N+](=O)([O-])OC[C@@H]1[C@H]([C@H]([C@@H](O1)N1C=NC=2C(NC3CCCC3)=NC=NC12)O)O